(benzyloxy) methyl-6,7-dihydro-5H-pyrazolo[5,1-b][1,3]oxazine-2-carboxylate CC=1C(=NN2C1OCCC2)C(=O)OOCC2=CC=CC=C2